4-methyl-3-(2-(3-(4,4,5,5-tetramethyl-1,3,2-dioxaborolan-2-yl)phenyl)propan-2-yl)-4H-1,2,4-triazole CN1C(=NN=C1)C(C)(C)C1=CC(=CC=C1)B1OC(C(O1)(C)C)(C)C